(R)-3-((1-(3-(azetidin-1-yl)-2-cyano-7-methylquinoxalin-5-yl)ethyl)amino)-6-chloropicolinic acid N1(CCC1)C=1C(=NC2=CC(=CC(=C2N1)[C@@H](C)NC=1C(=NC(=CC1)Cl)C(=O)O)C)C#N